3-(3-methoxy-5-((4-methoxybenzyl)oxy)pyridin-4-yl)-3-oxopropanenitrile COC=1C=NC=C(C1C(CC#N)=O)OCC1=CC=C(C=C1)OC